[N+](=O)([O-])C1=CC=C(C=C1)C[C@@H](C=1N=C(SC1)C=1SC=CC1)NC(C(CC=1C=NC=CC1)NC([O-])=O)=O (1-(((S)-2-(4-nitrophenyl)-1-(2-(thiophen-2-yl)thiazol-4-yl)ethyl)amino)-1-oxo-3-(pyridin-3-yl)propan-2-yl)carbamate